C(CCCCCCCC(=O)OCCOCCNC(CCSSC1=NC=CC=C1)=O)(=O)ON1C(CCC1=O)=O 1-(2,5-dioxopyrrolidin-1-yl) 9-(2-(2-(3-(pyridin-2-yldisulfanyl)propanamido)ethoxy)ethyl) nonanedioate